FC=1C=C(C=2C(N1)=NN(C2)COCC[Si](C)(C)C)I 2-[(6-fluoro-4-iodo-pyrazolo[3,4-b]pyridin-2-yl)methoxy]ethyl-trimethyl-silane